tert-Butyl ((6-((3-(2,3-dichloropyridin-4-yl)-2-methylphenyl)carbamoyl)pyridin-3-yl)methyl)(2-hydroxyethyl)carbamate ClC1=NC=CC(=C1Cl)C=1C(=C(C=CC1)NC(=O)C1=CC=C(C=N1)CN(C(OC(C)(C)C)=O)CCO)C